ClC1=CC(=CN=N1)N(C)CC=1N=C2N(C=C(C=C2N2C(N(C(C2)=O)C)=O)C2CC2)C1 1-(2-(((6-chloropyridazin-4-yl)(methyl)amino)methyl)-6-cyclopropylimidazo[1,2-a]pyridin-8-yl)-3-methyl-imidazolidine-2,4-dione